CC1(C2=CC=CC=C2C=2C=CC(=CC12)N(C1=CC=2C3(C4=CC(=CC=C4OC2C=C1)C)CC(C1=CC=CC=C13)(C)C)C1=CC=3C(C2=CC=CC=C2C3C=C1)(C)C)C N,N-bis(9,9-dimethyl-9H-fluoren-2-yl)-3,3,7'-trimethyl-2,3-dihydrospiro[indene-1,9'-xanthen]-2'-amine